COC=1C=CC=2N(C1)C=C(N2)O 6-methoxyimidazo[1,2-a]pyridin-2-ol